FC(C(=O)O)(F)F.N[C@H]1[C@@H](COCC1)C1=C(C2=NC(=CC(=C2S1)NCC=1SC=CC1)Cl)Br 2-((3S,4R)-4-aminotetrahydro-2H-pyran-3-yl)-3-bromo-5-chloro-N-(thiophen-2-ylmethyl)thieno[3,2-b]pyridin-7-amine trifluoroacetate